NC1=C(N=CC(=N1)N1CCC2([C@@H]([C@@H](OC2)C)NCC2=C(C=CC=C2)N2C(NC(CC2)=O)=O)CC1)SC1=C(C(=NC=C1)N)Cl 1-(2-((((3S,4S)-8-(6-amino-5-((2-amino-3-chloropyridin-4-yl)thio)pyrazin-2-yl)-3-methyl-2-oxa-8-azaspiro[4.5]decan-4-yl)amino)methyl)phenyl)dihydropyrimidine-2,4(1H,3H)-dione